COC1=C(C=C(C=C1)C1(CCOCC1)COC)S(=O)(=O)N 2-methoxy-5-(4-(methoxymethyl)tetrahydro-2H-pyran-4-yl)benzenesulfonamide